N-((R)-4-propenoyl-5-methyl-1-oxa-4,9-diazaspiro[5.5]undecane-9-carbonyl)-N-methyl-L-valine C(C=C)(=O)N1CCOC2([C@H]1C)CCN(CC2)C(=O)N([C@@H](C(C)C)C(=O)O)C